benzyl 4-((3-((1R,5S)-3-(3-amino-6-(2-hydroxyphenyl)pyridazin-4-yl)-3,8-diazabicyclo[3.2.1]octan-8-yl)phenyl)(methyl)amino)piperidine-1-carboxylate NC=1N=NC(=CC1N1C[C@H]2CC[C@@H](C1)N2C=2C=C(C=CC2)N(C2CCN(CC2)C(=O)OCC2=CC=CC=C2)C)C2=C(C=CC=C2)O